1,5,6,7,8,9-hexahydroimidazo[4',5':4,5]benzo[1,2-d]azepine N1C=NC2=CC3=C(CCNCC3)C=C21